NC1=C(C=CC=C1)C1=NC2=C(N1)C=C(C=C2)C(=O)O 2-(2-aminophenyl)-1H-benzimidazole-6-carboxylic acid